S1C=NC=C1C1=NOC(=C1)C(=O)N (thiazol-5-yl)isoxazole-5-carboxamide